4-(7-fluoro-imidazo[1,2-a]pyridin-3-yl)-7-[[5-[(2R)-2-(hydroxymeth-yl)morpholin-4-yl]-2-pyridyl]amino]isoindolin-1-one FC1=CC=2N(C=C1)C(=CN2)C2=C1CNC(C1=C(C=C2)NC2=NC=C(C=C2)N2C[C@@H](OCC2)CO)=O